propenyl 1-oxa-4-azaspiro[4.5]decane-4-carbodithioate O1CCN(C12CCCCC2)C(=S)SC=CC